ClC=1C=NN(C1C(=O)NC1=NC=C(C=C1C)C#CC=1SC=CC1)[C@@H]1COCC1 (S)-4-chloro-N-(3-methyl-5-(thiophen-2-ylethynyl)pyridin-2-yl)-1-(tetrahydrofuran-3-yl)-1H-pyrazole-5-carboxamide